NCC(=O)NC=1SC=C(N1)C1=NC(=CC=C1)C12CCOCC2C1 2-amino-N-[4-[6-(3-oxabicyclo[4.1.0]hept-6-yl)-2-pyridinyl]thiazol-2-yl]acetamide